N1N=NN=C1C1=C(C=CC=C1)C1=CC=CC=C1 2'-(1H-tetrazol-5-yl)[1,1'-biphenyl]